C(CCC)C1=C(C=CC=C1)C1=CC=CC=C1 butyl-[1,1'-biphenyl]